N-(5-chloro-1-(trifluoromethyl)-1H-pyrazol-4-yl)-6-(difluoromethyl)-1H-indole ClC1=C(C=NN1C(F)(F)F)N1C=CC2=CC=C(C=C12)C(F)F